O=C1NC(CCC1C1=C(C=C(C=C1F)N1CCC2(CC[C@@H](CO2)C=O)CC1)F)=O (3S)-9-(4-(2,6-dioxopiperidin-3-yl)-3,5-difluorophenyl)-1-oxa-9-azaspiro[5.5]undecane-3-carbaldehyde